ClC1=C(C=C2CCN(C2=C1)C1=NC=NC2=CC=C(C=C12)C=1C=C(C(=NC1)OC)O)F 5-[4-(6-chloro-5-fluoro-indolin-1-yl)quinazolin-6-yl]-2-methoxy-pyridin-3-ol